3-methyl-2-(pentyloxy)-2-buten-1-one CC(=C(C=O)OCCCCC)C